1-methyl-3-trifluoromethyl-pyrazol-4-ylcarboxamide CN1N=C(C(=C1)C(=O)N)C(F)(F)F